2-(2,6-dioxopiperidin-3-yl)-5-[6-(piperidin-4-ylmethyl)-2,6-diazaspiro[3.3]hept-2-yl]isoindole-1,3-dione O=C1NC(CCC1N1C(C2=CC=C(C=C2C1=O)N1CC2(C1)CN(C2)CC2CCNCC2)=O)=O